ClC=1C(=NC(=NC1)NC1=CC(=C(C=C1)N1CCN(CC1)C)F)C=1C=CC2=C(N(C=N2)C2COC2)C1 5-chloro-N-(3-fluoro-4-(4-methylpiperazin-1-yl)phenyl)-4-(1-(oxetan-3-yl)-1H-benzo[d]imidazol-6-yl)pyrimidin-2-amine